7-((3aS,4R,6R,6aR)-6-(((tert-Butyldiphenylsilyl)oxy)methyl)-2,2-dimethyltetrahydro-4H-cyclopenta[d][1,3]dioxol-4-yl)-2-chloro-5-(thiophen-2-yl)-7H-pyrrolo[2,3-d]pyrimidine [Si](C1=CC=CC=C1)(C1=CC=CC=C1)(C(C)(C)C)OC[C@H]1C[C@H]([C@H]2[C@@H]1OC(O2)(C)C)N2C=C(C1=C2N=C(N=C1)Cl)C=1SC=CC1